C(C)(C)(C)OC(=O)N1[C@H]([C@H](CC1)O)C (2S,3S)-3-hydroxy-2-methylpyrrolidine-1-carboxylic acid tert-butyl ester